OC1=C(C=CC(=C1)C(F)(F)F)N1N=C2N(C1=O)[C@@H](CC2)C2=CC=CC=C2 (S)-2-(2-hydroxy-4-(trifluoromethyl)phenyl)-5-phenyl-2,5,6,7-tetrahydro-3H-pyrrolo[2,1-c][1,2,4]triazol-3-one